C(C=C)[C@]1(CC=C[C@@H]1O)COCC1=CC=C(C=C1)OC (1S,5S)-5-allyl-5-(((4-methoxybenzyl)oxy)methyl)cyclopent-2-en-1-ol